C(#N)C1=CC=C(C=N1)CP(OCC)(OCC)=O diethyl (6-cyanopyridin-3-yl)methylphosphonate